C(C)(C)(C)OC(=O)N1C(C2=CC(=CC=C2C1)C1(CC(C1)C#N)CC(=O)OCC)=O.CN(C(C1=CN=CC=C1)=O)C1=CC(=CC=C1)OC(CCNC)C=1SC=CC1 N-methyl-N-(3-(3-(methylamino)-1-(thiophen-2-yl)propoxy)phenyl)nicotinamide tert-Butyl-6-(3-cyano-1-(2-ethoxy-2-oxoethyl)cyclobutyl)-1-oxoisoindoline-2-carboxylate